1-(4-ethylphenyl)-2-fluoro-4-(4-propylcyclohexen-1-yl)benzene C(C)C1=CC=C(C=C1)C1=C(C=C(C=C1)C1=CCC(CC1)CCC)F